8-isopropoxycarbonyltetracyclo[4.4.0.12,5.17,10]dodeca-3-ene C(C)(C)OC(=O)C1C2C3C4C=CC(C3C(C1)C2)C4